6-(3-methoxyfurfurylamino)-3-glucopyranosylpurine COC1=C(CNC2=C3N=CN=C3N(C=N2)C2[C@H](O)[C@@H](O)[C@H](O)[C@H](O2)CO)OC=C1